C1(=CC=CC=C1)C=1C=CC(=NC1)N1CCN(CC1)C(=O)O 4-(5-phenylpyridin-2-yl)piperazine-1-carboxylic acid